C=1N=C(N2C1C=CC=C2)CCN(C)C 2-(Imidazo[1,5-a]pyridin-3-yl)-N,N-dimethylethan-1-amine